BrC=1C=C(C(=CC1)NC1COC1)N 4-Bromo-N1-(oxetan-3-yl)benzene-1,2-diamine